COC1=C(C(C1=O)=O)NCCNC(OC1CCC2C3CCC4CCCC4C3CC=C2C1)=O 2,3,4,7,8,9,10,11,12,13,14,15,16,17-tetradecahydro-1H-cyclopenta[a]phenanthren-3-yl (2-((2-methoxy-3,4-dioxocyclobut-1-en-1-yl)amino)ethyl)carbamate